8-fluoro-N-[3-methyl-1-(3-pyridylmethyl)but-3-enyl]quinoline-3-carboxamide FC=1C=CC=C2C=C(C=NC12)C(=O)NC(CC(=C)C)CC=1C=NC=CC1